FC(C1=CC=C(OC2=CC3=C(N=C(S3)N)C=C2)C=C1)(F)F 6-[4-(trifluoromethyl)phenoxy]-1,3-benzothiazol-2-amine